OC1=C(C=C(C=C1)C1OC2=CC(=CC(=C2CC1OC(=O)C1=CC(=C(C(=C1)O)O)O)O)O)[O-] 2-hydroxy-5-(5,7-dihydroxy-3-{[(3,4,5-trihydroxyphenyl)carbonyl]oxy}-3,4-dihydro-2H-chromen-2-yl)phenolate